t-butyl-benzoquinone C(C)(C)(C)C=1C(C=CC(C1)=O)=O